F[C@@H]1CN(CC[C@@H]1NC1=NN2C(C(=N1)OC)=C(C=C2)C=2C=C1C=CC=NC1=CC2)C N-((3R,4S)-3-Fluoro-1-methylpiperidin-4-yl)-4-methoxy-5-(quinolin-6-yl)pyrrolo[2,1-f][1,2,4]triazin-2-amine